[Cl-].C(C(=C)C)(=O)NCCC[N+](C)(C)C (3-methacrylamidopropyl)trimethylammonium chlorid